(2S,3S,4S,5R,6S)-3,4,5-Trihydroxy-6-[2-nitro-4-[[3-[6-(trifluoromethyl)pyridine-2-carbonyl]indole-1-carbonyl]oxymethyl]phenoxy]tetrahydropyran-2-carboxylic acid O[C@@H]1[C@H](O[C@H]([C@@H]([C@H]1O)O)OC1=C(C=C(C=C1)COC(=O)N1C=C(C2=CC=CC=C12)C(=O)C1=NC(=CC=C1)C(F)(F)F)[N+](=O)[O-])C(=O)O